6-Methyl-pyridine-2-carboxylic acid [3-(tetrahydro-pyran-4-ylamino)-adamantan-1-yl]-amide O1CCC(CC1)NC12CC3(CC(CC(C1)C3)C2)NC(=O)C2=NC(=CC=C2)C